((3R)-8-(3-cyanophenoxy)-1-methyl-2-oxo-1,2,3,4-tetrahydroquinolin-3-yl)urea C(#N)C=1C=C(OC=2C=CC=C3C[C@H](C(N(C23)C)=O)NC(=O)N)C=CC1